4-[[2-(2-chloro-5-methoxy-phenyl)acetyl]amino]-N-(1-cyanocyclopropyl)pyridine-2-carboxamide ClC1=C(C=C(C=C1)OC)CC(=O)NC1=CC(=NC=C1)C(=O)NC1(CC1)C#N